COC=1C=CC2=C(N=C(S2)N(CCC2=CC=C(C=C2)OC)CC2=CC=C(C=C2)C#CC(=O)O)C1 3-(4-(((5-methoxybenzo[d]thiazol-2-yl)(4-methoxyphenethyl)amino)-methyl)phenyl)propiolic acid